1-pentyl-3-(3-methoxyphenylacetyl)indole C(CCCC)N1C=C(C2=CC=CC=C12)C(CC1=CC(=CC=C1)OC)=O